3-bromo-5-(1-((tert-butyldimethylsilyl)oxy)vinyl)pyridine BrC=1C=NC=C(C1)C(=C)O[Si](C)(C)C(C)(C)C